methyl 6-(3-(4-(2-(pyridin-3-yl)acetamido)phenoxy)azetidin-1-yl)-[1,1'-biphenyl]-2-carboxylate N1=CC(=CC=C1)CC(=O)NC1=CC=C(OC2CN(C2)C=2C=CC=C(C2C2=CC=CC=C2)C(=O)OC)C=C1